CN1C(=NC2=C1C=CC=C2)C=O 1-methyl-1H-benzo[d]imidazole-2-carbaldehyde